FC=1C=C2CCN(C2=CC1)C=1C2=C(N=CN1)SC(=N2)C(C)(C)O 2-[7-(5-Fluoroindolin-1-yl)thiazolo[5,4-d]pyrimidin-2-yl]propan-2-ol